C(C)OC(C(C)(C)Br)=O.C(CCCCCCCCCCCCCCCCCCCCCCCCCCC)NO N-octacosyl-hydroxylamine Ethyl-α-bromoisobutyrate